5-phenyl-7-(2-phenyl-1H-1-pyrrolo[2,3-c]pyridyl)benzothiophene C1(=CC=CC=C1)C=1C=C(C2=C(C=CS2)C1)N1C(=CC=2C1=CN=CC2)C2=CC=CC=C2